FC(C(=O)O)(F)F.N[C@@H]1CC[C@H](CCC1)SCC1=NC2=C(C=CC=C2C(N1)=O)C 2-(((trans-4-aminocycloheptyl)thio)methyl)-8-methylquinazolin-4(3H)-one trifluoroacetate